FCC1=CC=C(C=C1)C1=CCC(N(N1C[C@@H](C(F)(F)F)O)C=1C=NN(C1)C)=O 6-[4-(Fluoromethyl)phenyl]-2-(1-methyl-1H-pyrazol-4-yl)-3-oxo-N-[(2S)-3,3,3-trifluoro-2-hydroxypropyl]-2,3-dihydropyridazine